2,4-dihydroxy-5-(p-methoxybenzoyl)benzophenone OC1=C(C(=O)C2=CC=CC=C2)C=C(C(=C1)O)C(C1=CC=C(C=C1)OC)=O